C1(=CC=CC=C1)CC(=O)OCO (hydroxymethyl) phenylacetate